ClC1=C(CO\N=C\C2=C(N=C3OC=CN32)C3=CC2=CC=CC=C2C=C3)C=CC=C1 (E)-6-(naphthalen-2-yl)imidazo[2,1-b]oxazole-5-carbaldehyde O-(2-chlorobenzyl) oxime